ClC1=CC(=NC=C1)C(N(C)C)=O 4-chloro-2-dimethylcarbamylpyridine